ClC=1C=CN2C(=NN=C(C21)C2=C(C=C(C=C2)C(F)(F)F)O)N[C@H]2CN(CCC2)C 2-[8-chloro-4-[[(3R)-1-methyl-3-piperidyl]amino]pyrrolo[1,2-d][1,2,4]triazin-1-yl]-5-(trifluoromethyl)phenol